O(C1=CC=CC=C1)C1=CC=C(C=C1)N1N=C2C(NCCC2C2CCNCC2)=C1C(=O)N 2-(4-phenoxyphenyl)-7-(piperidin-4-yl)-4,5,6,7-tetrahydro-2H-pyrazolo[4,3-b]pyridine-3-carboxamide